FC1=C(C=CC(=C1F)F)O 2,3,4-Trifluorophenol